2-(4(S)-phenyloxazolidin-2-one-3-yl)propionyl chloride C1(=CC=CC=C1)[C@@H]1N(C(OC1)=O)C(C(=O)Cl)C